(S)-2-(2,6-dichloro-3-(3-phenylpropylamino)benzamido)-3-(3-((R)-2,3-dihydro-1H-inden-1-yl)ureido)propanoic acid ClC1=C(C(=O)N[C@H](C(=O)O)CNC(=O)N[C@@H]2CCC3=CC=CC=C23)C(=CC=C1NCCCC1=CC=CC=C1)Cl